6-[5-[(1R)-1-(3,5-dichloro-4-pyridyl)ethoxy]-1H-indazol-3-yl]-1'-ethyl-spiro[chromane-2,4'-piperidine] ClC=1C=NC=C(C1[C@@H](C)OC=1C=C2C(=NNC2=CC1)C=1C=C2CCC3(CCN(CC3)CC)OC2=CC1)Cl